2,7-dimethoxythioxanthone COC1=CC=2C(C3=CC(=CC=C3SC2C=C1)OC)=O